(1R,2S,4S,6S)-2-(hydroxymethyl)-2-(methoxymethyl)-4,6-dimethylquinuclidin-3-one OC[C@]1(N2[C@H](C[C@@](C1=O)(CC2)C)C)COC